4-(4-(4-((5-bromo-4-((2-carbamoyl-3-fluorophenyl)amino)pyrimidin-2-yl)amino)phenylsulfonamido)butoxy)-N-((1r,3r)-3-(3-chloro-4-cyanophenoxy)-2,2,4,4-tetramethylcyclobutyl)benzamide BrC=1C(=NC(=NC1)NC1=CC=C(C=C1)S(=O)(=O)NCCCCOC1=CC=C(C(=O)NC2C(C(C2(C)C)OC2=CC(=C(C=C2)C#N)Cl)(C)C)C=C1)NC1=C(C(=CC=C1)F)C(N)=O